CC1=C(C2=C(C(N(C=C2C#CC(C(F)(F)F)(C2=CC=CC=C2)O)C)=O)N1)C=1OC(=NN1)C 2,6-dimethyl-3-(5-methyl-1,3,4-oxadiazol-2-yl)-4-(4,4,4-trifluoro-3-hydroxy-3-phenyl-but-1-ynyl)-1H-pyrrolo[2,3-c]pyridin-7-one